1,3-bis(3-mercaptopropyl)tetramethyldisiloxane SCCC[Si](O[Si](CCCS)(C)C)(C)C